O=C1NC(C[C@H](N1)C(=O)O)=O (S)-2,6-dioxohexahydropyrimidine-4-carboxylic acid